5-[2-(4-Methoxyphenylamino)vinyl]-4-cyano-3-(2,6-dichlorophenyl)isoxazole COC1=CC=C(C=C1)NC=CC1=C(C(=NO1)C1=C(C=CC=C1Cl)Cl)C#N